glucose pentaacrylate C(C=C)(=O)O[C@@H](C=O)[C@@H](OC(C=C)=O)[C@H](OC(C=C)=O)[C@H](OC(C=C)=O)COC(C=C)=O